2,4-Dimethylbenzoic acid [(2R)-3-(3-ethyl-4-oxo-spiro[6,8-dihydro-5H-pyrazolo[4,3-c]azepin-7,4'-tetrahydropyran]-1-yl)-2-methyl-propyl] ester C(C)C1=NN(C2=C1C(NCC1(CCOCC1)C2)=O)C[C@H](COC(C2=C(C=C(C=C2)C)C)=O)C